((3,3'-diallyl-[1,1'-biphenyl]-4,4'-diyl)bis(oxy))bis(bicyclo[4.2.0]octa-1(6),2,4-triene) C(C=C)C=1C=C(C=CC1OC=1C=2CCC2C=CC1)C1=CC(=C(C=C1)OC=1C=2CCC2C=CC1)CC=C